C12(C3CCC2C31)N tricyclo[3.1.0.02,6]hexylamine